4-((5-fluoro-2-((4-(2-methoxyethoxy)phenyl)amino)pyrimidin-4-yl)amino)-N-hydroxybutyramide FC=1C(=NC(=NC1)NC1=CC=C(C=C1)OCCOC)NCCCC(=O)NO